N-(2-hydroxyethyl)-2,2-dimethoxy-N,N-dimethylethan-1-aminium OCC[N+](CC(OC)OC)(C)C